3-(4-Cyano-3,5-difluorophenyl)-N-(4-methyl-3-(pyridin-4-yl)-1H-pyrazol-5-yl)propanamide C(#N)C1=C(C=C(C=C1F)CCC(=O)NC1=C(C(=NN1)C1=CC=NC=C1)C)F